1-(7-(5,6-dimethyl-1H-indazol-4-yl)-8-fluoro-2-(((2R,7aS)-2-fluorohexahydro-1H-pyrrolizin-7a-yl)methoxy)pyrido[4,3-d]pyrimidin-4-yl)-3-methylpiperidin-3-ol CC=1C(=C2C=NNC2=CC1C)C1=C(C=2N=C(N=C(C2C=N1)N1CC(CCC1)(O)C)OC[C@]12CCCN2C[C@@H](C1)F)F